C1OCCC12CN(CC2)C2=NC=C(C=N2)OC2=CN=C(S2)N 5-((2-(2-oxa-7-azaspiro[4.4]nonan-7-yl)pyrimidin-5-yl)oxy)thiazol-2-amine